Benzyl N-[(1R)-1-[(2S,5S,6R)-5-azido-6-[(1R,2R,3S,4R,6S)-4,6-diazido-2,3-dihydroxy-cyclohexoxy]tetrahydropyran-2-yl]ethyl]carbamate N(=[N+]=[N-])[C@H]1CC[C@H](O[C@@H]1O[C@H]1[C@@H]([C@H]([C@@H](C[C@@H]1N=[N+]=[N-])N=[N+]=[N-])O)O)[C@@H](C)NC(OCC1=CC=CC=C1)=O